C1=C(C=CC2=CC=CC=C12)C1=CC=C(C=C1)OC(OC1=CC=C(C=C1)C1=CC2=CC=CC=C2C=C1)=O di-[4-(2-naphthyl) phenyl]-carbonate